4-(2-(2-(5-(4-fluoro-2-(4-isopropylpyrimidin-5-yl)phenoxy)pyrimidin-4-yl)-2,6-diazaspiro[3.4]octan-6-yl)-2-oxoethyl)benzonitrile FC1=CC(=C(OC=2C(=NC=NC2)N2CC3(C2)CN(CC3)C(CC3=CC=C(C#N)C=C3)=O)C=C1)C=1C(=NC=NC1)C(C)C